NC(C(=O)N(CCCCCCCCCCCCCCCC)CCCCCCCCCCCCCCCC)=CC1=CN=CN1 2-amino-N,N-dihexadecyl-3-(1H-imidazol-5-yl)propenamide